N-(4-(3-amino-1H-indazol-5-yl)pyridin-2-yl)-2-(2-fluorophenyl)acetamide NC1=NNC2=CC=C(C=C12)C1=CC(=NC=C1)NC(CC1=C(C=CC=C1)F)=O